triazole copper perchlorate Cl(=O)(=O)(=O)[O-].[Cu+2].N1N=NC=C1.Cl(=O)(=O)(=O)[O-]